C(C)OC1=C(C#N)C=CC=N1 2-ethoxynicotinonitrile